(2S,4R)-1-(2-(3-acetyl-5-(1-(5-fluoropyrimidin-2-yl)-1H-pyrazol-4-yl)-1H-indazol-1-yl)acetyl)-N-(6-bromopyridin-2-yl)-4-fluoropyrrolidine-2-carboxamide C(C)(=O)C1=NN(C2=CC=C(C=C12)C=1C=NN(C1)C1=NC=C(C=N1)F)CC(=O)N1[C@@H](C[C@H](C1)F)C(=O)NC1=NC(=CC=C1)Br